C(C)S(=O)(=O)OCCN.[Na] sodium aminoethyl ethanesulfonate